N7-(1-methylazetidin-3-yl)-2-(1H-pyrazol-5-yl)thieno[3,2-b]pyridine-5,7-diamine CN1CC(C1)NC1=C2C(=NC(=C1)N)C=C(S2)C2=CC=NN2